[13C]([13CH2][13CH2][13C](=O)O)(=O)O [13C4]succinic acid